FC=1C=C(COC=2C=NC=NC2)C=C(C1)F 5-((3,5-difluorobenzyl)oxy)pyrimidin